2-propylpyridine-2,5-diamine C(CC)C1(NC=C(C=C1)N)N